C(#N)C1=CC=C(C=C1)C=1C=NN(C1OC)C1=NC=C(C(=O)O)C=C1 6-(4-(4-Cyanophenyl)-5-methoxy-1H-pyrazol-1-yl)nicotinic acid